4-(hydroxydimethylsilyl)butanoate O[Si](CCCC(=O)[O-])(C)C